(S)-6-(2-(3-fluoro-2-methoxybenzyl)azepan-1-yl)-4-morpholinopyridin-2(1H)-one FC=1C(=C(C[C@H]2N(CCCCC2)C2=CC(=CC(N2)=O)N2CCOCC2)C=CC1)OC